3-(4-(4-(ethoxymethyl)-2,6-dimethoxyphenyl)naphthalen-1-yl)propionic acid C(C)OCC1=CC(=C(C(=C1)OC)C1=CC=C(C2=CC=CC=C12)CCC(=O)O)OC